isophthalic dihydrazide C(C1=CC(C(=O)NN)=CC=C1)(=O)NN